FC(C(C(OC(C(F)(F)F)(I)F)(F)F)(F)F)(F)F 1,1,1,2,2,3,3-heptafluoro-3-(1,2,2,2-tetrafluoro-1-iodoethoxy)propane